Gadolinium (III) Chloride [Cl-].[Gd+3].[Cl-].[Cl-]